C(C=C)C(CCCC=C)(N)N 1,3-diallyl-propanediamine